FC1C(C1)C(=O)NC=1SC2=C(N1)C(=CC(=C2)C=2C=NC=CC2C)OC 2-fluoro-N-(4-methoxy-6-(4-methylpyridin-3-yl)benzo[d]thiazol-2-yl)cyclopropane-1-carboxamide